C1(=CC=CC=C1)S(=O)(=O)N1C=C(C=2C1=NC(=CC2)C#N)C2=NC(=NC=C2C(F)(F)F)N[C@@H]2CN(CCC2)C(=O)OC(C)(C)C tert-butyl (3S)-3-[[4-[1-(benzenesulfonyl)-6-cyano-pyrrolo[2,3-b]pyridin-3-yl]-5-(trifluoromethyl)pyrimidin-2-yl]amino]piperidine-1-carboxylate